2-(2-(2-aminoethoxy-ethyl)ethoxy)ethan-1-ol NCCOCCCCOCCO